3-(3-Hexoxyphenyl)-1-(2-hydroxyphenyl)prop-2-en-1-one C(CCCCC)OC=1C=C(C=CC1)C=CC(=O)C1=C(C=CC=C1)O